C(CC)C(CCC)C1=C(C(=CC=C1)C(CCC)CCC)N1C(N(C(=C1Cl)Cl)C1=C(C=CC=C1C(CCC)CCC)C(CCC)CCC)[Pd] [1,3-bis[2,6-bis(1-propylbutyl)phenyl]-4,5-dichloro-1,3-dihydro-2H-imidazol-2-yl]palladium